pentyldiethanolamine C(CCCC)N(CCO)CCO